ClC1=NC(=C2N=C(N(C2=N1)C)C(=O)O)N1CCOCC1 2-chloro-9-methyl-6-morpholino-9H-purine-8-carboxylic acid